Alpha-(benzenesulfonyloxyimino)-2,4-dichlorobenzyl cyanide C1(=CC=CC=C1)S(=O)(=O)ON=C(C1=C(C=C(C=C1)Cl)Cl)C#N